1-(2-azaspiro[3.3]heptane-6-ylmethyl)-4-[1-(trifluoromethyl)cyclopropyl]pyridin-2-one butyl-(S)-3-(3-amino-5-(3-nitrophenyl)thiophene-2-carboxamido)piperidine-1-carboxylate C(CCC)OC(=O)N1C[C@H](CCC1)NC(=O)C=1SC(=CC1N)C1=CC(=CC=C1)[N+](=O)[O-].C1NCC12CC(C2)CN2C(C=C(C=C2)C2(CC2)C(F)(F)F)=O